4-(Cyclopropanesulfonamido)-N-(6-(4,4-difluoropiperidin-1-yl)-4-methylpyridin-2-yl)-2-(6-azaspiro[2.5]octan-6-yl)benzamide C1(CC1)S(=O)(=O)NC1=CC(=C(C(=O)NC2=NC(=CC(=C2)C)N2CCC(CC2)(F)F)C=C1)N1CCC2(CC2)CC1